C(O[C@H]1[C@@H](O[C@]([C@H]1OCC1=CC=CC=C1)(C)COCC1=CC=CC=C1)N1C2=NC(=NC(=C2N=C1)N)F)(OC1=CC=CC=C1)=S O-((2R,3R,4S,5R)-2-(6-amino-2-fluoro-9H-purin-9-yl)-4-(benzyloxy)-5-((benzyloxy)methyl)-5-methyltetrahydrofuran-3-yl) O-phenyl carbonothioate